4-(6-(6-((5-fluoro-6-methoxyPyridin-3-yl)methyl)-3,6-diazabicyclo[3.1.1]heptan-3-yl)pyridin-3-yl)-6-hydroxypyrazolo[1,5-a]Pyridine-3-carbonitrile FC=1C=C(C=NC1OC)CN1C2CN(CC1C2)C2=CC=C(C=N2)C=2C=1N(C=C(C2)O)N=CC1C#N